C1OC=2C=C3CCC(C3=CC2O1)=O 5,6-Methylenedioxy-1-indanone